ClC=1C=CC(=NC1)C#CC1=C(N)C(=CC(=C1)[N+](=O)[O-])C=1N=CN(C1)C 2-((5-chloropyridin-2-yl)ethynyl)-6-(1-methyl-1H-imidazol-4-yl)-4-nitroaniline